C1(CC1)N1C=C(C2=CC=CC=C12)C1=NC(=NC=C1)NC=1C(=CC(=C(C1)C=CC(=O)[NH-])N(CCN1CCCC1)C)OC N-(5-((4-(1-cyclopropyl-1H-indol-3-yl)pyrimidin-2-yl)amino)-4-methoxy-2-(methyl-(2-(pyrrolidin-1-yl)ethyl)amino)phenyl)acryloylamide